FC1(CCN(CC1)C=1OC2=C(C=C(C=C2C(C1I)=O)C)[C@@H](C)NC1=C(C(=O)OC(C)(C)C)C=CC=C1)F tert-Butyl (R)-2-((1-(2-(4,4-difluoropiperidin-1-yl)-3-iodo-6-methyl-4-oxo-4H-chromen-8-yl)ethyl)amino)benzoate